BrCCOC1=CC=C(C=C1)C1=CC(=NC(=N1)N)N 6-(4-(2-Bromoethoxy)phenyl)pyrimidine-2,4-diamine